N1=CC=C2N1C=C(C=C2)C(=O)[O-] pyrazolo[1,5-a]pyridine-6-carboxylate